C(C)(C)(C)[Si](C)(C)OCC1=C(C(=NC=C1)N1CC2=C(C1)CN(C2)C=2C=NC(=NC2)OC)F tert-butyl-[[3-fluoro-2-[2-(2-methoxypyrimidin-5-yl)-1,3,4,6-tetrahydropyrrolo[3,4-c]pyrrol-5-yl]-4-pyridinyl]methoxy]-dimethyl-silane